N-benzhydryl-3,6-dimethyl-6,7-dihydro-5H-thieno[3,2-b]pyran-6-amine C(C1=CC=CC=C1)(C1=CC=CC=C1)NC1(CC2=C(OC1)C(=CS2)C)C